4-(2-Hydroxypropoxy)amphetamine OC(COC1=CC=C(CC(N)C)C=C1)C